C(C)(C)(C)OC(=O)N(C1CN(C1)C=1N=C2C(=NC1)N(C=C2C(=O)O)COCC[Si](C)(C)C)C 2-{3-[(tert-butoxycarbonyl)(methyl)amino]azetidin-1-yl}-5-{[2-(trimethylsilyl)ethoxy]methyl}-5H-pyrrolo[2,3-b]pyrazine-7-carboxylic acid